4-((7-fluoro-1,3-benzodiazol-1-yl)methyl)phenylboronic acid FC1=CC=CC2=C1N(C=N2)CC2=CC=C(C=C2)B(O)O